3-((S)-3-((R)-8-(4-aminopyrimidin-2-yl)-1-oxa-8-azaspiro[4.5]dec-3-ylamino)-2-hydroxypropoxy)-N-methylbenzenesulfonamide NC1=NC(=NC=C1)N1CCC2(C[C@H](CO2)NC[C@@H](COC=2C=C(C=CC2)S(=O)(=O)NC)O)CC1